CN1N=CC(=C1)C=1C=C(C=2N(C1)N=CC2C2=CC=CC=C2)C2=CC=C(C=C2)N2CCN(CC2)C(C=C)=O 1-(4-(4-(6-(1-methyl-1H-pyrazol-4-yl)-3-phenylpyrazolo[1,5-a]pyridin-4-yl)phenyl)piperazin-1-yl)prop-2-en-1-one